C1=NC2=C(N1COC(CO)CO)N=C(NC2=O)N The molecule is an oxopurine that is guanine substituted by a [(1,3-dihydroxypropan-2-yl)oxy]methyl group at position 9. Ganciclovir is an antiviral drug used to treat or prevent AIDS-related cytomegalovirus infections. It has a role as an antiviral drug and an antiinfective agent. It is an oxopurine and a member of 2-aminopurines. It derives from a guanine.